((2R,3S,5R)-5-(6-amino-2-fluoro-9H-purin-9-yl)-2-ethynyl-3-hydroxy-tetra-hydrofuran-2-yl)methyl (1,3-bis(isobutyryloxy) propan-2-yl)succinate C(C(C)C)(=O)OCC(COC(C(C)C)=O)C(C(=O)OC[C@]1(O[C@H](C[C@@H]1O)N1C2=NC(=NC(=C2N=C1)N)F)C#C)CC(=O)[O-]